C(=O)O.CC1=C(CN2CCC(CC2)C(=O)O)C(=CC(=C1)C1CN(C1)C1=CC=CC=C1)C 1-(2,6-dimethyl-4-(1-phenylazetidin-3-yl)-benzyl)piperidine-4-carboxylic acid, formic acid salt